N-ethyl-N-(2,2,2-trifluoro-1-(4-fluorophenyl)ethyl)imidazo[1,2-b]pyridazine-3-sulfonamide C(C)N(S(=O)(=O)C1=CN=C2N1N=CC=C2)C(C(F)(F)F)C2=CC=C(C=C2)F